OC1=CC=2N(C3=CC=CC=C3SC2C=C1C=O)C 2-hydroxy-10-methyl-10H-phenothiazine-3-carbaldehyde